7-(((2,4-Dimethoxybenzyl)amino)methyl)-5-nitrochinolin-8-ol COC1=C(CNCC2=CC(=C3C=CC=NC3=C2O)[N+](=O)[O-])C=CC(=C1)OC